2,6-dichloro-4-(piperidin-4-yl)pyridine ClC1=NC(=CC(=C1)C1CCNCC1)Cl